COC=1C=C2C3CCC(C2=CC1)N3 4-methoxy-11-azatricyclo[6.2.1.02,7]Undec-2,4,6-triene